C(C)(=O)OC1C(OC(C(C1CC(=O)[O-])OC(C)=O)OC1=CC=C(C=C1)C=CC(C1=CC=CC=C1)=O)COC(C)=O 2-[3,5-Diacetyloxy-2-(acetyloxymethyl)-6-[4-(3-oxo-3-phenylprop-1-enyl)phenoxy]oxan-4-yl]acetate